ethyl 2-(4-(6-((4-chloro-2-fluorobenzofuran-7-yl)methoxy-d2)pyridin-2-yl)cyclohex-3-en-1-yl)acetate ClC1=CC=C(C2=C1C=C(O2)F)C(OC2=CC=CC(=N2)C2=CCC(CC2)CC(=O)OCC)([2H])[2H]